tertamylalcohol C(C)(C)(CC)O